1,2-bis(isocyanatoethyl)benzene N(=C=O)CCC1=C(C=CC=C1)CCN=C=O